(S)-2-(benzofuran-3-carboxamido)-N6-ethyl-5-oxo-N1-(2-oxo-1-(2-oxo-2-((1S,2S,3S,5R)-2,6,6-trimethylbicyclo[3.1.1]heptan-3-ylamino)ethyl)-1,2-dihydropyridin-3-yl)hexanediamide O1C=C(C2=C1C=CC=C2)C(=O)N[C@H](C(=O)NC=2C(N(C=CC2)CC(N[C@@H]2[C@H]([C@H]1C([C@@H](C2)C1)(C)C)C)=O)=O)CCC(C(=O)NCC)=O